CC1(OCCC2=CC=CC(=C12)CC(=O)OC)C methyl 2-(1,1-dimethylisochroman-8-yl)acetate